O[C@@H](CC(=O)OC)C methyl (3R)-3-hydroxybutanoate